(1R,3S,5R)-2-(2-(3-acetyl-7-methyl-5-(2-methylpyrimidin-5-yl)-1H-indazol-1-yl)acetyl)-5-methyl-N-propyl-2-azabicyclo[3.1.0]hexane-3-carboxamide C(C)(=O)C1=NN(C2=C(C=C(C=C12)C=1C=NC(=NC1)C)C)CC(=O)N1[C@@H]2C[C@@]2(C[C@H]1C(=O)NCCC)C